(3S,6S,7R,8R)-8-Benzyl-3-[({3-[(isobutyryloxy)methoxy]-4-methoxypyridin-2-yl}carbonyl)amino]-6-methyl-4,9-dioxo-1,5-dioxonan-7-yl-2-methylpropanoat C(C1=CC=CC=C1)[C@@H]1[C@H]([C@@H](OC([C@H](COC1=O)NC(=O)C1=NC=CC(=C1OCOC(C(C)C)=O)OC)=O)C)OC(C(C)C)=O